FC1(OC2=C(O1)C=CC(=C2)C(=O)N2CCN(CC2)C(C2=CC=C(C=C2)F)=O)F (2,2-difluorobenzo[d][1,3]dioxol-5-yl)(4-(4-fluorobenzoyl)piperazin-1-yl)methanone